C1(CCC1)CN1N=CC=C1C1=C(C=CC=C1)C(F)(F)F 1-(cyclobutylmethyl)-5-[2-(trifluoromethyl)phenyl]-1H-pyrazol